N-[(3r,6r)-6-methylpiperidin-3-yl]carbamic acid tert-butyl ester C(C)(C)(C)OC(N[C@H]1CN[C@@H](CC1)C)=O